4-{[(6-fluoropyrimidin-4-yl)oxy[methyl]piperidin-1-yl]ethyl}-6-fluorobenzamide FC1=CC(=NC=N1)OC1(N(CCCC1)CCC1=CC=C(C(=O)N)C(=C1)F)C